3-[3-(6-fluoro-3-pyridyl)-5-phenyl-imidazo[4,5-b]pyridin-2-yl]pyridin-2-amine FC1=CC=C(C=N1)N1C(=NC=2C1=NC(=CC2)C2=CC=CC=C2)C=2C(=NC=CC2)N